C(=CC)C(C(=O)O)C(O)(C(=O)O)CC(=O)O.COC1=C2C=CC=CC2=C(C2=CC=CC=C12)C1=CC=C(C=C1)C12CC3(CC(CC(C1)(C3)C3=CC=C(C=C3)C=3C1=CC=CC=C1C(=C1C=CC=CC31)OC)(C2)C2=CC=C(C=C2)C=2C3=CC=CC=C3C(=C3C=CC=CC23)OC)C2=CC=C(C=C2)C=2C3=CC=CC=C3C(=C3C=CC=CC23)OC 1,3,5,7-tetrakis(4-(10-methoxyanthracene-9-yl)phenyl)adamantane PROPENYL-CITRATE